C(#N)C1=C(C(=CC=C1)C#N)B(O)O (2,6-dicyanophenyl)boronic acid